5,7-dichloro-2,3-dimethylpyrido[3,4-b]pyrazine ClC1=NC(=CC=2C1=NC(=C(N2)C)C)Cl